N,N-bis(3-methoxybenzyl)-4-((2-(2-(3-methoxyphenoxy)ethoxy)ethoxy)methyl)oxazol-2-amine COC=1C=C(CN(C=2OC=C(N2)COCCOCCOC2=CC(=CC=C2)OC)CC2=CC(=CC=C2)OC)C=CC1